ClC=1C=C2C(=NC1)[C@@H](N(C2C)C(=O)OC(C)(C)C)C(C)C Tert-butyl (7S)-3-chloro-7-isopropyl-5-methyl-5,7-dihydro-6H-pyrrolo[3,4-b]pyridine-6-carboxylate